CN1C(=NC=C1C(C)OC(NS(=O)(=O)C=1C=NC2=CC(=NC(=C2C1)OC1CCC(CC1)NC1=NC=C(C=N1)C(F)(F)F)N1CCOCC1)=O)[N+](=O)[O-] [1-(3-methyl-2-nitro-imidazol-4-yl)ethyl]-N-[[7-morpholino-5-[4-[[5-(trifluoromethyl)pyrimidin-2-yl]amino]cyclohexoxy]-1,6-naphthyridin-3-yl]sulfonyl]carbamate